(4-((2-(methoxy-d3)-9H-carbazol-9-yl)methyl)benzyl)phosphonic acid C(OC1=CC=2N(C3=CC=CC=C3C2C=C1)CC1=CC=C(CP(O)(O)=O)C=C1)([2H])([2H])[2H]